O1CCOC12CCN(CC2)C2=CC=C(C=C2)SC=2C=C(C(=CC2)N)N 4-((4-(1,4-dioxa-8-azaspiro[4.5]decan-8-yl)phenyl)thio)benzene-1,2-diamine